(2S)-2-amino-4-[(benzenesulfonyl)carbamoyl]butanoic acid methyl ester hydrochloride Cl.COC([C@H](CCC(NS(=O)(=O)C1=CC=CC=C1)=O)N)=O